1-((S)-2-((1S,4aS,4bR,6aR,8R,10aS,10bR,12aS)-8-ethyl-8-hydroxy-12a-methyloctadecahydrochrysen-1-yl)-2-hydroxypropyl)-1H-pyrazole-4-carbonitrile C(C)[C@@]1(C[C@H]2CC[C@H]3[C@@H]4CCC[C@@H]([C@]4(CC[C@@H]3[C@H]2CC1)C)[C@](CN1N=CC(=C1)C#N)(C)O)O